(1R,4R)-4-((tert-Butyldimethylsilyl)oxy)cyclohexane-1-carbaldehyde [Si](C)(C)(C(C)(C)C)OC1CCC(CC1)C=O